FC(OC1=C2C(=CC=NC2=CC=C1)NCCC1=CC=C(C=C1)NS(=O)(=O)C)(F)F N-(4-(2-((5-(Trifluoromethoxy)chinolin-4-yl)amino)ethyl)phenyl)methansulfonamid